COCC1(N(CCC(C1)CN1CCOCC1)C1=NN(C(=C1)C)C1CC2(CN(C2)C(=O)OC(C)(C)C)C1)C Tert-butyl 6-(3-(2-(methoxymethyl)-2-methyl-4-(morpholinomethyl) piperidin-1-yl)-5-methyl-1H-pyrazol-1-yl)-2-azaspiro[3.3]Heptane-2-carboxylate